NC=1C=C(C=CC1)C1=CC=C(C=C1)CC(=O)N1C[C@@H](CC[C@@H]1C)C(=O)O (3R,6S)-1-(2-(3'-amino-[1,1'-biphenyl]-4-yl)acetyl)-6-methylpiperidine-3-carboxylic acid